N1=[N+](C=CC2=CC=CC=C12)CP([O-])(=O)O cinnolin-2-ium-2-ylmethyl(hydroxy)phosphinate